O1COC2=C1C=CC(=C2)C2=CSC1=C2N=C(N=C1)NC1=CC=C(C=C1)CN1CCOCC1 7-(benzo[d][1,3]dioxol-5-yl)-N-(4-(morpholinomethyl)phenyl)thieno[3,2-d]pyrimidin-2-amine